2-fluoro-6-(4-methylpyrazolidin-1-yl)pyridine FC1=NC(=CC=C1)N1NCC(C1)C